4,7-dibromo-5,6-difluorobenzotriazole BrC1=C(C(=C(C=2NN=NC21)Br)F)F